(S)-2-Amino-3-(4-ureidophenyl)propanoic acid N[C@H](C(=O)O)CC1=CC=C(C=C1)NC(=O)N